beta-D-galacto-pyranose O[C@H]1[C@H](O)[C@@H](O)[C@@H](O)[C@H](O1)CO